(S)-19-((2S,4R)-4-hydroxy-2-((4-(4-methylthiazol-5-yl)benzyl)carbamoyl)pyrrolidine-1-carbonyl)-20,20-dimethyl-17-oxo-3,6,9,12,15-pentaoxa-18-azahenicosanoic acid O[C@@H]1C[C@H](N(C1)C(=O)[C@@H](NC(COCCOCCOCCOCCOCC(=O)O)=O)C(C)(C)C)C(NCC1=CC=C(C=C1)C1=C(N=CS1)C)=O